C(CC1=CC=CC=C1)N1N=CC=C1 (phenethyl)-1H-pyrazole